1,1,3,3-Tetrafluoroaceton FC(C(=O)C(F)F)F